5,6-diphenylpyridazin-3(2H)-one C1(=CC=CC=C1)C1=CC(NN=C1C1=CC=CC=C1)=O